8-methyl-2,3-dihydropyrido[2,3-b][1,4]oxazine-1-carboxylate CC1=CC=NC=2OCCN(C21)C(=O)[O-]